C1(CCC1)CNC1CN(CCC1)C1=CN=C(S1)CN1N=NC(=C1)C1=C2C=NNC2=CC(=C1)OC N-(cyclobutylmethyl)-1-[2-[[4-(6-methoxy-1H-indazol-4-yl)triazol-1-yl]methyl]thiazol-5-yl]piperidin-3-amine